BrC1=C(C(=CC2=CN(N=C12)C)[N+](=O)[O-])C(=O)C1=C(C=CC(=C1)F)Cl (7-bromo-2-methyl-5-nitroindazol-6-yl)(2-chloro-5-fluorophenyl)methanone